The molecule is a monohydroxybenzoic acid that is 4-hydroxybenzoic acid in which the hydrogens at positions 3 and 5 are substituted by a methoxy and a decaprenyl group. It has a role as a human metabolite. It is a methoxybenzoic acid, a monohydroxybenzoic acid and a member of phenols. It derives from a 3-decaprenyl-4,5-dihydroxybenzoic acid. It is a conjugate acid of a 3-decaprenyl-4-hydroxy-5-methoxybenzoate. CC(=CCC/C(=C/CC/C(=C/CC/C(=C/CC/C(=C/CC/C(=C/CC/C(=C/CC/C(=C/CC/C(=C/CC/C(=C/CC1=C(C(=CC(=C1)C(=O)O)OC)O)/C)/C)/C)/C)/C)/C)/C)/C)/C)C